CCC(CC)N1N=CC(=C1)C=1C=2N(C=C(N1)C=1C=NN(C1)C1CS(C1)(=O)=O)N=CC2 3-(4-(4-(1-(pentan-3-yl)-1H-pyrazol-4-yl)pyrazolo[1,5-a]pyrazin-6-yl)-1H-pyrazol-1-yl)thietane 1,1-dioxide